(R)-8-(1-((4-fluoro-2-(1H-indazol-6-yl)phenyl)amino)ethyl)-3,6-dimethyl-2-morpholinoquinazolin-4(3H)-one FC1=CC(=C(C=C1)N[C@H](C)C=1C=C(C=C2C(N(C(=NC12)N1CCOCC1)C)=O)C)C1=CC=C2C=NNC2=C1